C(N)(=O)C1=CC(=NC2=C1N=CN=C2N[C@@H]2CN(CCC2)C(=O)OC(C)(C)C)C2=CC=C(C=C2)OC[C@@H](C)O tert-butyl (3S)-3-[(8-carbamoyl-6-{4-[(2R)-2-hydroxypropoxy]phenyl}pyrido[3,2-d]pyrimidin-4-yl)amino]piperidine-1-carboxylate